C1(CC1)CC=1N(C(=CC1C=1SC=C(N1)C(=O)O)C1=CC(=CC=C1)C#CC1COC1)CC1=CC(=C(C=C1)S(N)(=O)=O)F 2-(2-(cyclopropylmethyl)-1-(3-fluoro-4-sulfamoylbenzyl)-5-(3-(oxetan-3-ylethynyl)phenyl)-1H-pyrrole-3-yl)thiazole-4-carboxylic acid